FC1=CC=2N(C=C1)C(=CN2)C2=C1CNC(C1=C(C=C2)NC2=NC(=C(C=C2)[C@H]2COCC2)CNC(C)C)=O (S)-4-(7-fluoroimidazo[1,2-a]pyridin-3-yl)-7-((6-((isopropylamino)-methyl)-5-(tetrahydrofuran-3-yl)pyridin-2-yl)amino)isoindolin-1-one